Ethylene phenyl thioether isopropyl-dithiophosphate C(C)(C)SP(=S)(O)O.C1(=CC=CC=C1)SC1=CC=CC=C1.C=C